FC=1C=C(C=CC1F)C1OC(=C(C1=O)OC(C)=O)N 2-(3,4-difluorophenyl)-4-(acetoxy)-5-amino-3(2H)-furanone